C(#N)C=1C=NN2C1N=C(C=C2NC2CC2)NC2=CC(=C(OCCNC(OC(C)(C)C)=O)C=C2)C[S@](=O)C |r| (±)-tert-butyl (2-(4-((3-cyano-7-(cyclopropylamino)pyrazolo[1,5-a]pyrimidin-5-yl)amino)-2-((methylsulfinyl)methyl)phenoxy)ethyl)carbamate